FC(CN1C(=NC=2C1=NC(=CN2)C2=CNC=1N=C(N=CC12)NC1CCC(CC1)C(=O)N(C)C)C)F (1s,4s)-4-((5-(1-(2,2-difluoroethyl)-2-methyl-1H-imidazo[4,5-b]pyrazin-6-yl)-7H-pyrrolo[2,3-d]pyrimidin-2-yl)amino)-N,N-dimethylcyclohexane-1-carboxamide